2,2'',6,6''-tetramethyl-3',5'-bis(3-phenyl-9H-carbazol-9-yl)-6'-(2,2'',6,6''-tetraphenyl-[4,2':6',4''-terpyridin]-4'-yl)-[1,1':4',1''-terphenyl]-2'-carbonitrile CC1=C(C(=CC=C1)C)C=1C(=C(C(=C(C1C1=CC(=NC(=C1)C1=CC(=NC(=C1)C1=CC=CC=C1)C1=CC=CC=C1)C1=CC(=NC(=C1)C1=CC=CC=C1)C1=CC=CC=C1)N1C2=CC=CC=C2C=2C=C(C=CC12)C1=CC=CC=C1)C1=C(C=CC=C1C)C)N1C2=CC=CC=C2C=2C=C(C=CC12)C1=CC=CC=C1)C#N